N-methyl-N-(3-(8-((3-methyl-4-((1-methyl-1H-benzo[d]imidazol-5-yl)oxy)phenyl)amino)pyrimido[5,4-d]pyrimidin-2-yl)allyl)acrylamide CN(C(C=C)=O)CC=CC=1N=CC2=C(N1)C(=NC=N2)NC2=CC(=C(C=C2)OC2=CC1=C(N(C=N1)C)C=C2)C